N1N=CC(=C1)C1=CC2=C(N(C=N2)C2=CC=C(C=C2)CC(=O)NC2=CC(=NO2)C)C=C1 2-(4-(5-(1H-pyrazol-4-yl)-1H-benzo[d]imidazol-1-yl)phenyl)-N-(3-methylisoxazol-5-yl)acetamide